N1(N=C(C=C1)C1=CC=C(C(=O)O)C=C1)C1=CC=C(C(=O)O)C=C1 4,4'-(1H-pyrazol-1,3-diyl)dibenzoic acid